(R)-N-((S)-1-(4-(3,3-dimethyl-2-oxoindolin-1-yl)piperidin-1-yl)-1-oxo-4-phenylbutan-2-yl)piperidine-3-carboxamide 1-hydroxy-2-naphthoic acid salt OC1=C(C=CC2=CC=CC=C12)C(=O)O.CC1(C(N(C2=CC=CC=C12)C1CCN(CC1)C([C@H](CCC1=CC=CC=C1)NC(=O)[C@H]1CNCCC1)=O)=O)C